ClC1=NC=2CCCCC2C=C1C(=O)NC(COCC1=C(C=C(C=C1)C)C)(C)C 2-chloro-N-(1-((2,4-dimethylbenzyl)oxy)-2-methylpropan-2-yl)-5,6,7,8-tetrahydroquinoline-3-carboxamide